COC(CC(CCCCCCCCC)=O)=O.CN(CCCNC(CC(=O)OC)CCCCCCCCC)C methyl 3-{[3-(dimethylamino)propyl]amino}dodecanoate Methyl-3-oxododecanoate